O1C=CC2=C1C=CC=C2C=2C=C1CCNCC1=CC2 6-(benzofuran-4-yl)-1,2,3,4-tetrahydroisoquinoline